1-(2-oxo-2,3-dihydro-1H-benzo[d]imidazole-5-carbonyl)indoline-4-carboxylic acid methyl ester COC(=O)C=1C=2CCN(C2C=CC1)C(=O)C1=CC2=C(NC(N2)=O)C=C1